OCC[C@@H]([C@H](CC=C)C)S(=O)(=O)N(CC1=CC=C(C=C1)OC)CC1=CC=C(C=C1)OC (3S,4S)-1-HYDROXY-N,N-BIS(4-METHOXYBENZYL)-4-METHYLHEPT-6-ENE-3-SULFONAMIDE